COC(=O)C=1C(=CC=C(C1)OC)C=1C(=CC(=CC1)OC)C(=O)OC.COC=1C=C(C(=CC1)C=1C(=CC(=CC1)OC)C(=O)O)C(=O)O 4,4'-dimethoxy-[1,1'-biphenyl]-2,2'-dicarboxylic acid dimethyl-4,4'-dimethoxy-[1,1'-biphenyl]-2,2'-dicarboxylate